ClC1=NC=C(C(=C1)N1C[C@H](CCC1)O)C=1C=NN(C1)C1CC(OC(C1)(C)C)(C)C (3S)-1-[2-chloro-5-[1-(2,2,6,6-tetramethyltetrahydropyran-4-yl)pyrazol-4-yl]-4-pyridyl]piperidin-3-ol